Boc-1-Amino-2-propanol C(=O)(OC(C)(C)C)C(C(C)O)N